racemic-3-(3-chloro-4-fluoro-phenyl)-1-[2-[(3-chloro-4-fluorophenyl)carbamoylsulfamoyl]ethyl]-1-[1-(6,7-difluoro-3-methyl-4-oxo-phthalazin-1-yl)ethyl]urea ClC=1C=C(C=CC1F)NC(N([C@H](C)C1=NN(C(C2=CC(=C(C=C12)F)F)=O)C)CCS(NC(NC1=CC(=C(C=C1)F)Cl)=O)(=O)=O)=O |r|